N-(2-hydroxyethyl)propanamide Methyl-(5-{[3-Bromo-4-[(2,4-difluorobenzyl)oxy]-6-methyl-2-oxopyridin-1(2H)-yl]methyl}pyrazin-2-yl)methyl(methyl)carbamate CC(N(C(O)=O)C)C1=NC=C(N=C1)CN1C(C(=C(C=C1C)OCC1=C(C=C(C=C1)F)F)Br)=O.OCCNC(CC)=O